N4-(1-ethylpiperidine-4-yl)-6-methoxy-N2,N2-dimethyl-7-(4-(pyrrolidine-1-yl)but-1-yn-1-yl)quinazoline-2,4-diamine C(C)N1CCC(CC1)NC1=NC(=NC2=CC(=C(C=C12)OC)C#CCCN1CCCC1)N(C)C